carbonic acid (2-methoxy-4-methylphenyl) methyl ester COC(OC1=C(C=C(C=C1)C)OC)=O